C12CNCC(CC1)S2 8-thia-3-azabicyclo[3.2.1]octane